C(C1=CC=CC=C1)N1SC(C(=C1C)C(C)=O)=NC1=CC=CC=C1 2-benzyl-3-methyl-4-acetyl-N-phenylisothiazol-5(2H)-imine